3,6-Dimethyl-N-(Pentan-3-Yl)-2-(2,4,6-Trimethylphenoxy)pyridin-4-Amine CC=1C(=NC(=CC1NC(CC)CC)C)OC1=C(C=C(C=C1C)C)C